6-chloro-N-(4,4-difluorocyclohexyl)-4-(methylthio)pyridin-2-amine ClC1=CC(=CC(=N1)NC1CCC(CC1)(F)F)SC